6-((exo-8-Azabicyclo[3.2.1]octan-3-yl)oxy)-7-methoxy-N-(3-methyl-4-((1-methyl-1H-benzo[d]imidazol-5-yl)oxy)-phenyl)quinazolin-4-amine C12CC(CC(CC1)N2)OC=2C=C1C(=NC=NC1=CC2OC)NC2=CC(=C(C=C2)OC2=CC1=C(N(C=N1)C)C=C2)C